N-methyl-4-phenyl-6-(2-phenylethyl)-N-(1H-1,2,3,4-tetrazol-5-yl)quinolin-2-amine CN(C1=NC2=CC=C(C=C2C(=C1)C1=CC=CC=C1)CCC1=CC=CC=C1)C1=NN=NN1